The molecule is a hydroxy fatty acid anion obtained by deprotonation of the carboxy function of 13,14-dihydro-15-oxolipoxin A4; major species at pH 7.3. It has a role as a human metabolite. It is a hydroxy fatty acid anion, a long-chain fatty acid anion, an oxo fatty acid anion, a polyunsaturated fatty acid anion and an icosanoid anion. It is a conjugate base of a 13,14-dihydro-15-oxolipoxin A4. CCCCCC(=O)CC/C=C\\C=C\\C=C\\[C@H]([C@H](CCCC(=O)[O-])O)O